COC=1C(=NC=NC1C1=C2C=NNC2=CC=C1C)N1CC2(CN(C2)C(C=C)=O)CC1 1-(6-(5-methoxy-6-(5-methyl-1H-indazol-4-yl)pyrimidin-4-yl)-2,6-diazaspiro[3.4]octan-2-yl)prop-2-en-1-one